2-methoxy-4-nitro-6-phenyldibenzo[b,d]furan COC1=CC2=C(OC3=C2C=CC=C3C3=CC=CC=C3)C(=C1)[N+](=O)[O-]